1-(3-Hydroxypropyl)-3,7-dimethyl-3,7-dihydro-1H-purine-2,6-dione OCCCN1C(N(C=2N=CN(C2C1=O)C)C)=O